3-methyl-3-(4-(trifluoromethyl)styryl)azetidine 2,2,2-trifluoroacetate FC(C(=O)O)(F)F.CC1(CNC1)C=CC1=CC=C(C=C1)C(F)(F)F